C(#N)C1(CC2CCC(C1)N2C(=O)[O-])C 3-cyano-3-methyl-8-azabicyclo[3.2.1]octane-8-carboxylate